ClC1=CC=C(C(=N1)C(=O)N)O[C@H](C)C=1C=C(C=C2C(C(=C(OC12)C=1C=C2CC(N(CC2=CC1)C)=O)C)=O)C 6-Chloro-3-[(1R)-1-[3,6-dimethyl-2-(2-methyl-3-oxo-1,4-dihydroisoquinolin-6-yl)-4-oxo-chromen-8-yl]ethoxy]pyridine-2-carboxamide